COC(C)OC1=CC=C(C=C)C=C1 4-(1-methoxyethoxy)styrene